(S)-3-[4-(4-morpholin-4-ylmethyl-benzyloxy)-1-oxo-1,3-dihydro-isoindol-2-yl]piperidine N1(CCOCC1)CC1=CC=C(COC2=C3CN(C(C3=CC=C2)=O)[C@@H]2CNCCC2)C=C1